NC1=CC(=C(CN2C(N([C@H](C3=CC=C(C=C23)C(=O)NCC2=C(C=C(C=C2F)F)F)C)C)=O)C(=C1)F)F (S)-1-(4-amino-2,6-difluorobenzyl)-3,4-dimethyl-2-oxo-N-(2,4,6-trifluorobenzyl)-1,2,3,4-tetrahydroquinazoline-7-carboxamide